methyl 2-bromoisobutyrate BrC(C(=O)OC)(C)C